7-methoxy-8-oxo-5-oxo-1-azabicyclo[4.2.0]oct-3-ene-2-carboxylic acid COC1C2C(C=CC(N2C1=O)C(=O)O)=O